ClC1=CC=C(S1)CNC1=CC(=NN1)C1N(CCC1)C(=O)N1CCOCC1 N-[(5-chlorothiophen-2-yl)methyl]-3-[1-(morpholine-4-carbonyl)pyrrolidin-2-yl]-1H-pyrazol-5-amine